[1-(2-Chlorophenyl)-5-(3,5-diethoxyphenyl)-1H-pyrazol-3-yl]methanol ClC1=C(C=CC=C1)N1N=C(C=C1C1=CC(=CC(=C1)OCC)OCC)CO